ClC/C=C/C(=O)NC=1C=C2C(=C(C(=NC2=CC1OCC)CC)C#N)OC1=CC(=C(C=C1)OC)Cl (E)-4-chloro-N-(4-(3-chloro-4-methoxyphenoxy)-3-cyano-7-ethoxy-2-ethylquinolin-6-yl)but-2-enamide